E-furoic acid O1C(=CC=C1)C(=O)O